CN1C(C2=C(C(=C1)C1=C(C=CC(=C1)S(=O)(=O)C)OC1=CC=C(C=C1)C)C=CN2)=O 6-methyl-4-[2-(4-methylphenoxy)-5-(methylsulfonyl)phenyl]-1,6-dihydro-7H-pyrrolo[2,3-c]pyridin-7-one